methyl 2-(4-{2-ethyl-6-[1-methyl-5-({[(4-nitrophenoxy)carbonyl]oxy}methyl)-1H-1,2,3-triazol-4-yl]pyridin-3-yl}oxan-2-yl)acetate C(C)C1=NC(=CC=C1C1CC(OCC1)CC(=O)OC)C=1N=NN(C1COC(=O)OC1=CC=C(C=C1)[N+](=O)[O-])C